NCCCCCN1[C@@H](CCC1)C=1C=NC=CC1 (S)-1-(5-aminopentyl)-2-(3-pyridinyl)pyrrolidine